imidazo[1,2-b]Pyridazine-8-carboxamide N=1C=CN2N=CC=C(C21)C(=O)N